(S)-2-(2-(6-((4-cyano-2-fluorobenzyl)oxy)pyridin-2-yl)-2-azaspiro[3.3]heptan-6-yl)-1-(oxetan-2-ylmethyl)-1H-benzo[d]imidazole-6-carboxylic acid C(#N)C1=CC(=C(COC2=CC=CC(=N2)N2CC3(C2)CC(C3)C3=NC2=C(N3C[C@H]3OCC3)C=C(C=C2)C(=O)O)C=C1)F